(R)-N1-(tert-butyl)-N5-((S)-4-((naphthalen-1-ylmethyl)amino)-4-oxobutan-2-yl)-3-(3-phenylpropanamido)pentanediamide C(C)(C)(C)NC(C[C@@H](CC(=O)N[C@@H](C)CC(=O)NCC1=CC=CC2=CC=CC=C12)NC(CCC1=CC=CC=C1)=O)=O